OCCC1=CC(=C(C(=C1)I)O)I 4-(2-hydroxyethyl)2,6-diiodophenol